4,6-Dichloro-2-methyl-3-aminoethylindole ClC1=C2C(=C(NC2=CC(=C1)Cl)C)CCN